(2-fluorophenyl)-N2-(6-fluoropyridin-3-yl)-N4-isopropyl-1,3,5-triazine-2,4-diamine FC1=C(C=CC=C1)C1=NC(=NC(=N1)NC=1C=NC(=CC1)F)NC(C)C